Methyl 2-(5-chloro-6-methoxy-4-methyl-2-oxo-1H-quinolin-3-yl)acetate ClC1=C2C(=C(C(NC2=CC=C1OC)=O)CC(=O)OC)C